heptadecyl-Phosphoric acid C(CCCCCCCCCCCCCCCC)OP(O)(O)=O